N(=[N+]=[N-])C(CN=[N+]=[N-])C1=CC=C(C=C1)OC 1-(1,2-Diazidoethyl)-4-methoxybenzene